5,8-quinolinequinone-5-(8-hydroxy-5-quinolyl imide) OC=1C=CC(=C2C=CC=NC12)N=C1C=2C=CC=NC2C(C=C1)=O